FC1=CN(C2=NC=C(C=C21)C(=O)NC(CC2=CC=C(C=C2)C)(C)C)C 3-fluoro-1-methyl-N-(2-methyl-1-(p-tolyl)propan-2-yl)-1H-pyrrolo[2,3-b]pyridine-5-carboxamide